CP(=O)(C)C1=CC=C(C=C1)C=1C=C2C(=NC1)NC=C2C(=O)C=2C(=C(C=CC2F)NS(=O)(=O)CCC)F N-(3-(5-(4-(dimethylphosphoryl)phenyl)-1H-pyrrolo[2,3-b]pyridine-3-carbonyl)-2,4-difluorophenyl)propane-1-sulfonamide